CC1=C(C(=CC(=C1)OCCCS(=O)(=O)C)C)C1=CC=CC=C1 2',6'-dimethyl-4'-(3-(methylsulfonyl)propoxy)-[1,1'-biphenyl]